C=1(C(=CC2=CC=C3C=CC=C4C=CC1C2=C34)N)N Pyren-diamine